(4-((4'-chloro-[1,1'-biphenyl]-4-yl)oxy)-1H-1,2,3-triazol-5-yl)methanol ClC1=CC=C(C=C1)C1=CC=C(C=C1)OC=1N=NNC1CO